ClC1=CC(=NC=C1)NC(=O)NCC 1-(4-Chloropyridin-2-yl)-3-ethylurea